CN1C[C@H]2N(C3=C(OC2)C=C(C=C3)N)CC1 (R)-3-methyl-1,2,3,4,4a,5-hexahydrobenzo[b]pyrazino[1,2-d][1,4]oxazin-8-amine